N-arachidoyl-glutamine C(CCCCCCCCCCCCCCCCCCC)(=O)N[C@@H](CCC(N)=O)C(=O)O